[3-[4-(4-Chloro-2-methylsulfonyl-phenyl)phenyl]azetidin-1-yl]-[3-(hydroxymethyl)pyrrolidin-1-yl]methanone ClC1=CC(=C(C=C1)C1=CC=C(C=C1)C1CN(C1)C(=O)N1CC(CC1)CO)S(=O)(=O)C